9,9-bis(4-aminophenyl)fluorene-3-carboxylic acid NC1=CC=C(C=C1)C1(C2=CC=CC=C2C=2C=C(C=CC12)C(=O)O)C1=CC=C(C=C1)N